5-(5-methyl-2-(3-methyl-4-(pyridin-4-yl)phenylamino)pyrimidin-4-ylamino)benzo[d]oxazol-2(3H)-one formate salt C(=O)O.CC=1C(=NC(=NC1)NC1=CC(=C(C=C1)C1=CC=NC=C1)C)NC=1C=CC2=C(NC(O2)=O)C1